1H-pyrazolo[3,4-d]pyrimidine-4-ol N1N=CC=2C1=NC=NC2O